2,2',2''-(10-(2-((2-(3,4-dihydroxybenzamido)ethyl)amino)-2-oxoethyl)-1,4,7,10-tetraazacyclododecane-1,4,7-triyl)triacetic acid OC=1C=C(C(=O)NCCNC(CN2CCN(CCN(CCN(CC2)CC(=O)O)CC(=O)O)CC(=O)O)=O)C=CC1O